C1(CCC1)C1=C(C(=C(C(=O)NCC=2C(NC(=CC2C)C)=O)C=C1)C)N(C1CCOCC1)CC cyclobutyl-N-((4,6-dimethyl-2-oxo-1,2-dihydropyridin-3-yl)methyl)-3-(ethyl-(tetrahydro-2H-pyran-4-yl)amino)-2-methylbenzamide